P1=C(C=CC=2C3=CC=CC=C3C=CC12)C1=C(C(=O)O)C=CC=C1 phosphaphenanthreneylbenzoic acid